(R or S)-N-(5-Fluoro-6-(4-(morpholin-3-yl)-1H-imidazol-1-yl)pyridin-3-yl)-2-(6-(trifluoromethyl)pyridin-2-yl)acetamide FC=1C=C(C=NC1N1C=NC(=C1)[C@H]1NCCOC1)NC(CC1=NC(=CC=C1)C(F)(F)F)=O |o1:12|